ClC=1C=CC(=C(C1)C1=CC(N(C=C1OC)[C@H](C(=O)NC1=CC=C(C(=O)O)C=C1)CC1=CC=NC=C1)=O)C#N (S)-4-(2-(4-(5-chloro-2-cyanophenyl)-5-methoxy-2-oxopyridin-1(2H)-yl)-3-(pyridin-4-yl)propionylamino)benzoic acid